BrC=1C(=C2C(=NC1)NC(=N2)C2=CC=C(C=C2)N2CCN(CC2)C(=O)C=2C=NC=CC2)NC2CCN(CC2)C 6-Bromo-N-(1-methylpiperidin-4-yl)-2-{4-[4-(pyridin-3-ylcarbonyl)piperazin-1-yl]phenyl}-3H-imidazo[4,5-b]pyridin-7-amine